C1(CC1)C1=CC=C(N=N1)CN(C(OC(C)(C)C)=O)[C@H](C)C1=NC=CC=N1 tert-butyl (R)-((6-cyclopropylpyridazin-3-yl)methyl)(1-(pyrimidin-2-yl)ethyl)carbamate